C(C(O)C)(=S)OCCO ethylene glycol monothiolactate